CO\N=C/1\C(=C(CCC1)C)C1=C(C=CC2=CC=CC=C12)C#C (E)-2-(2-ethynylnaphthalen-1-yl)-3-methylcyclohex-2-en-1-one-O-methyloxime